Br[N] bromo-nitrogen